BrC=1N=C(C(=NC1)N1CCC2([C@@H]([C@@H](OC2)C)NC(OC(C)(C)C)=O)CC1)CO Tert-Butyl N-[(3S,4S)-8-[5-bromo-3-(hydroxymethyl)pyrazin-2-yl]-3-methyl-2-oxa-8-azaspiro[4.5]decan-4-yl]carbamate